Cl.N1(CCNCCC1)S(=O)(=O)C1=C2C=CN=CC2=CC=C1 5-(1,4-diazepan-1-ylsulfonyl)isoquinoline hydrochloride